CC1=C(C=CC=C1C)B(O)O 2,3-dimethyl-phenyl-boronic acid